(2S,4R)-4-hydroxy-2-([[4-(4-methyl-1,3-thiazol-5-yl)phenyl]methyl]carbamoyl)pyrrolidine-1-carboxylic acid tert-butyl ester C(C)(C)(C)OC(=O)N1[C@@H](C[C@H](C1)O)C(NCC1=CC=C(C=C1)C1=C(N=CS1)C)=O